OC(C)C=1C(=NC(=CC1)N1C=NC2=C1C=CC(=C2)NC=2C=NC(=CC2)C)N2N=C(C=C2C)C#N 1-[3-(1-hydroxyethyl)-6-[5-[(6-methyl-3-pyridyl)amino]benzimidazol-1-yl]-2-pyridyl]-5-methyl-pyrazole-3-carbonitrile